O1CC(=CC2=CC=C3C(=C12)C=CC=C3)C=O 2H-benzo[H]chromene-3-formaldehyde